C1([C@H](O)[C@H](O)[C@@H](O)[C@@H](O1)C)C([C@H]([C@H]([C@@H]([C@H](C=O)O)O)O)O)O 6-rhamnosyl-glucose